N[C@@H](C(=O)O)CC |r| D,L-α-amino-N-butyric acid